ClC1=CC=C(C=C1)C1=NN(CC1C1=CC=CC=C1)C(NC(N(C)C)=N)=NS(=O)(=O)C1=CC=C(C=C1)Cl 3-(4-chlorophenyl)-N'-((4-chlorophenyl)sulfonyl)-N-(N,N-dimethylcarbamimidoyl)-4-phenyl-4,5-dihydro-1H-pyrazole-1-carboximidamide